CC1(OB(OC1(C)C)C=1CCS(CC1)(=O)=O)C 4-(4,4,5,5-tetramethyl-1,3,2-dioxaborolane-2-yl)-3,6-Dihydro-2H-thiopyran 1,1-dioxide